[C@@H]1(CCC2=CC=CC=C12)NC(=O)C1=CC2=C(N=C(S2)C=2C=NC(=CC2)C)C=C1 (S)-N-(2,3-dihydro-1H-inden-1-yl)-2-(6-methylpyridin-3-yl)-benzo[d]thiazole-6-carboxamide